(6-chloro-5-methyl-1,2,4-triazin-3-yl)-indolizidin-8-yl-amine ClC1=C(N=C(N=N1)NC1CCCN2CCCC12)C